3-Bromo-1,1'-biphenyl BrC=1C=C(C=CC1)C1=CC=CC=C1